C(C)(C)(C)OC(=O)N1C(OC[C@@H]1C1(CC1)OC)(C)C.OC1=CC=C(C=C1)C(C(F)(F)F)(C(F)(F)F)C1=CC=C(C=C1)O 2,2-bis(4-hydroxyphenyl)hexafluoropropane tert-butyl-(4R)-4-(1-methoxycyclopropyl)-2,2-dimethyl-1,3-oxazolidine-3-carboxylate